FC=1C(=C(C=CC1F)[C@H]1[C@@H](O[C@]([C@H]1C)(C(F)(F)F)C)N1C=NC(C(=C1C)C(CO)C)=O)OC |o1:8,9,11,12| ((2R*,3S*,4S*,5R*)-3-(3,4-difluoro-2-methoxyphenyl)-4,5-dimethyl-5-(trifluoromethyl)tetrahydrofuran-2-yl)-5-(1-hydroxypropan-2-yl)-6-methylpyrimidin-4(1H)-one